7-(3-Amino-8-ethynyl-7-fluoronaphthalen-1-yl)-6,8-difluoro-2-(((2R,7aS)-2-fluorotetrahydro-1H-pyrrolizin-7a(5H)-yl)methoxy)quinazolin-4-ol NC=1C=C(C2=C(C(=CC=C2C1)F)C#C)C1=C(C=C2C(=NC(=NC2=C1F)OC[C@]12CCCN2C[C@@H](C1)F)O)F